CC=C=C racemic-2,3-butadiene